6-chloro-5-cyano-4-[[3-(3-hydroxy-3-methyl-butyl)-1-methyl-2-oxo-benzoimidazol-5-yl]amino]-N-methyl-pyridine-2-carboxamide ClC1=C(C(=CC(=N1)C(=O)NC)NC1=CC2=C(N(C(N2CCC(C)(C)O)=O)C)C=C1)C#N